9-(4-((1-(3-fluoropropyl)azetidin-3-ylidene)methyl)phenyl)-8-(2,3,4-trifluorophenyl)-6,7-dihydro-5H-benzo[7]annulene-3-carboxylic acid FCCCN1CC(C1)=CC1=CC=C(C=C1)C1=C(CCCC2=C1C=CC(=C2)C(=O)O)C2=C(C(=C(C=C2)F)F)F